FC1=C(C(=O)NC=2C(=NN(C2)C2(CC2)C)F)C=C(C(=C1)C)C=1C=C(C=2N(C1)N=C(N2)C)N2CCOCC2 2-fluoro-N-[3-fluoro-1-(1-methylcyclopropyl)pyrazol-4-yl]-4-methyl-5-[2-methyl-8-(morpholin-4-yl)-[1,2,4]triazolo[1,5-a]pyridin-6-yl]benzamide